C(C)(C)(C)OC(=O)N1[C@H]2[C@H]([C@@H](C1)C2)N2C(=CC=1C(=NC=3C(=C(C(=CC3C12)CCC#N)Br)F)SC)C (1R,4R,5S)-5-(7-bromo-8-(2-cyanoethyl)-6-fluoro-2-methyl-4-(methylsulfanyl)-1H-pyrrolo[3,2-c]quinolin-1-yl)-2-azabicyclo[2.1.1]hexane-2-carboxylic acid tert-butyl ester